1-[3-acetyl-6-[5-[(6-methylpyridazin-3-yl)amino]benzimidazol-1-yl]-2-pyridyl]-4-bromo-pyrazole-3-carbonitrile C(C)(=O)C=1C(=NC(=CC1)N1C=NC2=C1C=CC(=C2)NC=2N=NC(=CC2)C)N2N=C(C(=C2)Br)C#N